C1CCC2=CC(=CC=C12)C=1OC(C(N1)=CC=1SC=CC1)=O 2-(2,3-dihydro-1H-indene-5-yl)-4-(thiophen-2-ylmethylene)oxazol-5(4H)-one